FC=1C(=NC(=NC1)N1CCNC(CC1)C(C)C)NC=1C=C2C=NNC2=CC1 N-(5-fluoro-2-(5-isopropyl-1,4-diazepan-1-yl)pyrimidin-4-yl)-1H-indazol-5-amine